(3R,4R)-1-(5,6-difluoro-1-((5-methyl-1,3,4-oxadiazol-2-yl)methyl)-1H-benzo[d]imidazol-2-yl)-4-fluoropiperidin-3-amine FC1=CC2=C(N(C(=N2)N2C[C@H]([C@@H](CC2)F)N)CC=2OC(=NN2)C)C=C1F